CN1C(CCC2=CC(=CC=C12)C=1C=C(C=NC1)CNC(=O)C=1N=NC(=CC1)OC)=O 6-Methoxy-pyridazine-3-carboxylic acid [5-(1-methyl-2-oxo-1,2,3,4-tetrahydro-quinolin-6-yl)-pyridin-3-ylmethyl]-amide